C1(=CC=CC=C1)P(C1=CC=CC=C1)C=C1C(C2=CC=CC=C2C=C1)=C1C(C=CC2=CC=CC=C12)=CP(C1=CC=CC=C1)C1=CC=CC=C1 2,2'-bis(diphenylphosphinomethylene)-1,1'-Binaphthyl